C(C)(C)(C)OC(=O)NCCC#CC1=C(C=CC(=C1)F)NC1=C(C(=O)OC)C=C(C=C1)C(F)(F)F Methyl 2-((2-(4-((tert-butoxycarbonyl)amino)but-1-yn-1-yl)-4-fluorophenyl)-amino)-5-(trifluoromethyl)benzoate